(R*)-6-(5,6-dimethoxy-1H-benzo[d]imidazol-2-yl)-7-((2-methoxy-1-(pyrimidin-2-yl)-ethyl)amino)-2-methyl-2H-pyrazolo[4,3-b]pyridin-5(4H)-one COC1=CC2=C(NC(=N2)C2=C(C=3C(NC2=O)=CN(N3)C)N[C@@H](COC)C3=NC=CC=N3)C=C1OC |o1:21|